O1C=C(C=C1)C1=NC2=CC=CC=C2C(=N1)NCC(C(C)C)N1CCN(CC1)C 2-(furan-3-yl)-N-(3-methyl-2-(4-methylpiperazin-1-yl)butyl)quinazolin-4-amine